C(C)[C@@H]1N(C[C@H](N(C1)C(CC)C1=CC=C(C=C1)C(F)(F)F)CC)C=1C2=C(N(C(N1)=O)C)C=CC(=N2)OCC 4-((2S,5R)-2,5-diethyl-4-(1-(4-(trifluoromethyl)phenyl)propyl)piperazin-1-yl)-6-ethoxy-1-methylpyrido[3,2-d]pyrimidin-2(1H)-one